ClC1=C2C(=C(N=C1)OC)N(C(=C2)C=O)COCC[Si](C)(C)C 4-chloro-7-methoxy-1-{[2-(trimethylsilyl)ethoxy]methyl}-1H-pyrrolo[2,3-c]pyridine-2-carbaldehyde